1-(2-((4-fluoro-phenyl)amino)-5-methyl-pyrimidin-4-yl)-N-(2-hydroxy-1-phenylethyl)-2-methyl-1H-imidazole-4-carboxamide FC1=CC=C(C=C1)NC1=NC=C(C(=N1)N1C(=NC(=C1)C(=O)NC(CO)C1=CC=CC=C1)C)C